3-cinnamoyl-4-(trifluoromethyl)-1H-pyrazole-5-carboxylic acid ethyl ester C(C)OC(=O)C1=C(C(=NN1)C(C=CC1=CC=CC=C1)=O)C(F)(F)F